NC1=C(C(=C(C(=C1C)N)C)C)C 2,4-diaminotetramethylbenzene